tert-Butyl 4-[2-[[6-[[2-chloro-6-[3-(2-dispiro[2.0.2.1]heptan-7-ylethoxy)pyrazol-1-yl]pyridine-3-carbonyl]sulfamoyl]-2-pyridyl]amino]ethoxy]-2,2-dimethyl-pyrrolidine-1-carboxylate ClC1=NC(=CC=C1C(=O)NS(=O)(=O)C1=CC=CC(=N1)NCCOC1CC(N(C1)C(=O)OC(C)(C)C)(C)C)N1N=C(C=C1)OCCC1C2(C13CC3)CC2